5-(((6-chloropyrazin-2-yl)oxy)methyl)isoxazole ClC1=CN=CC(=N1)OCC1=CC=NO1